(+-)-6-fluorochroman-2-carboxylic acid methyl ester COC(=O)[C@@H]1OC2=CC=C(C=C2CC1)F |r|